CC=1OC2=C(N1)C(=C(C=C2)O)C 2,4-dimethyl-1,3-benzoxazol-5-ol